[Si].[SiH4] silane SILICON